2-Methoxy-1-((trifluoromethyl)sulfinyl)naphthalene COC1=C(C2=CC=CC=C2C=C1)S(=O)C(F)(F)F